C(C1=CC=CC=C1)N(CC1=CC=CC=C1)C[C@@H]1OC1 (S)-N,N-dibenzyl-1-(oxiran-2-yl)methylamine